5,8-bis(1,1'-biphenyl-4-yl)-5H,8H-indolo[2,3-c]Carbazole C1(=CC=C(C=C1)N1C2=CC=CC=C2C2=C1C=CC=1N(C=3C=CC=CC3C21)C2=CC=C(C=C2)C2=CC=CC=C2)C2=CC=CC=C2